FC(C1CCN(CC1)CCC)F (S)-1-(4-(difluoromethyl)piperidin-1-yl)propane